Methyl 5-bromo-4-methoxy-pyrazolo[1,5-a]pyridine-3-carboxylate BrC1=C(C=2N(C=C1)N=CC2C(=O)OC)OC